tert-butyl (3S,4R)-4-[3-(2-{4-amino-5-bromo-7-methyl-7H-pyrrolo[2,3-d]pyrimidin-6-yl}ethynyl)azetidin-1-yl]-3-hydroxypiperidine-1-carboxylate NC=1C2=C(N=CN1)N(C(=C2Br)C#CC2CN(C2)[C@H]2[C@H](CN(CC2)C(=O)OC(C)(C)C)O)C